Adenosine-5'-Triphosphate P(O)(=O)(OP(=O)(O)OP(=O)(O)O)OC[C@@H]1[C@H]([C@H]([C@@H](O1)N1C=NC=2C(N)=NC=NC12)O)O